4-(2-cyclobutyl-1,2,3,4-tetrahydroisoquinolin-6-yl)-1H-1,2,3-triazol C1(CCC1)N1CC2=CC=C(C=C2CC1)C=1N=NNC1